FC(F)(F)[B-](OC)(OC)OC.[K+].C1(CC1)C1=CC=C(C=C1)C1=NN(C=2C1=NC=CC2)C2CN(C2)C(C=C)=O 1-(3-(3-(4-cyclopropylphenyl)-1H-pyrazolo[4,3-b]pyridin-1-yl)azetidin-1-yl)prop-2-en-1-one potassium (trifluoromethyl)trimethoxyborate